ClC=1C(=C(CNC(=O)[C@H]2N(C[C@@H](C2)F)C(CC=2C=C(C3=C(C=CO3)C2)C=2C=C(CNC(OC(C)(C)C)=O)C=CC2)=O)C=CC1)F tert-butyl 3-(5-(2-((2S,4R)-2-((3-chloro-2-fluorobenzyl)carbamoyl)-4-fluoropyrrolidin-1-yl)-2-oxoethyl)benzofuran-7-yl)benzylcarbamate